O1C(OCC1)CCN1C=CC2=CC(=C(C=C12)OC)OC 1-(2-(1,3-Dioxolan-2-yl)ethyl)-5,6-dimethoxy-1H-indole